4,4-dimethyl-10-[2-methyl-3-(4,4,5,5-tetramethyl-1,3,2-dioxaborolan-2-yl)phenyl]-1,10-diazatricyclo[6.4.0.0^[2,6]]dodeca-2(6),7-dien-9-one CC1(CC=2N3CCN(C(C3=CC2C1)=O)C1=C(C(=CC=C1)B1OC(C(O1)(C)C)(C)C)C)C